OC1=C2CN(C(C2=CC(=C1CCO)OC)=O)CCC1=CC=CC=C1 4-hydroxy-5-(2-hydroxyethyl)-6-methoxy-2-phenethylisoindolin-1-one